ethyl 5-(N-(2-(4-(3-bromothiophene-2-carbonyl) piperazin-1-yl) phenyl)-N-(3-phenylpropyl) sulfamoyl)-3-methylbenzothiophene-2-carboxylate BrC1=C(SC=C1)C(=O)N1CCN(CC1)C1=C(C=CC=C1)N(S(=O)(=O)C=1C=CC2=C(C(=C(S2)C(=O)OCC)C)C1)CCCC1=CC=CC=C1